FC1=CC(=C(OC2=C(C=C(C=C2)C(C)=O)B2OC(C(O2)(C)C)(C)C)C(=C1)C)C 1-(4-(4-fluoro-2,6-dimethylphenoxy)-3-(4,4,5,5-tetramethyl-1,3,2-dioxaborolan-2-yl)phenyl)ethanone